O=CCCCCCCCCC(=O)N 10-oxo-decanamide